4-(5-((2-chlorophenyl)amino)-1H-pyrazolo[3,4-c]pyridin-1-yl)-N-(1-methyl-1H-imidazol-4-yl)thiophene-2-carboxamide ClC1=C(C=CC=C1)NC=1C=C2C(=CN1)N(N=C2)C=2C=C(SC2)C(=O)NC=2N=CN(C2)C